CN1C(=NC2=C1C=CC=C2)C2=CC=CC=C2 methyl-2-phenyl-1H-benzo[d]imidazole